4-cyclopropoxy-N-(2,6-dichlorophenyl)-2-((4-(4-methylpiperazin-1-yl)phenyl)amino)pyrimidine-5-carboxamide C1(CC1)OC1=NC(=NC=C1C(=O)NC1=C(C=CC=C1Cl)Cl)NC1=CC=C(C=C1)N1CCN(CC1)C